FC=1C=C2C(=CNC2=CC1F)NC(=O)C(=O)OC Methyl [(5,6-difluoro-1H-indol-3-yl)carbamoyl]formate